ClC=1C(=NC(=NC1)N1CCC(CC1)C(=O)NC1=CC=C2C(=NN(C2=C1)C)C1C(NC(CC1)=O)=O)NC1=CC=C2C=CN(C2=C1)CCC(=O)NC 1-(5-chloro-4-((1-(3-(methylamino)-3-oxopropyl)-1H-indol-6-yl)amino)pyrimidin-2-yl)-N-(3-(2,6-dioxopiperidin-3-yl)-1-methyl-1H-indazol-6-yl)piperidine-4-carboxamide